methyl 5,5-dibromo-5-phenylpentanoate BrC(CCCC(=O)OC)(C1=CC=CC=C1)Br